benzyl 4-((1s,3s)-3-hydroxycyclobutoxy)piperidine-1-carboxylate OC1CC(C1)OC1CCN(CC1)C(=O)OCC1=CC=CC=C1